CC=1C=C(C=C2C(C=COC12)=O)CN1CC(CCC1)C 8-methyl-6-((3-methylpiperidin-1-yl)methyl)-4H-chromen-4-one